7-(2,5-dihydrofuran-3-yl)-1-methyl-2,3-dioxo-2,3-dihydropyrido[2,3-b]pyrazine O1CC(=CC1)C1=CC2=C(NC(C(N2C)=O)=O)N=C1